N1,N3,N5-Tris(7-(didodecylamino)heptyl)adamantane-1,3,5-tricarboxamide C(CCCCCCCCCCC)N(CCCCCCCNC(=O)C12CC3(CC(CC(C1)C3)(C2)C(=O)NCCCCCCCN(CCCCCCCCCCCC)CCCCCCCCCCCC)C(=O)NCCCCCCCN(CCCCCCCCCCCC)CCCCCCCCCCCC)CCCCCCCCCCCC